[N+](=O)([O-])C1=C(COC2=C(C(=O)NC=3C=NC=CC3)C=CC=C2)C=CC=C1 2-((2-nitro)benzyloxy)-N-(pyridin-3-yl)benzamide